[N+](=O)([O-])C1=C(C=CC=C1)CC#N 2-(2-nitrophenyl)acetonitrile